(2-(5-Fluoropyridin-2-yl)-6-(2-methoxyethyl)-4,5,6,7-tetrahydropyrazolo[1,5-a]pyridin-6-yl)methyl methanesulfonate CS(=O)(=O)OCC1(CCC=2N(C1)N=C(C2)C2=NC=C(C=C2)F)CCOC